ICCNC(O)=O.BrC=1N=C(N(N1)C1=NC=C(C=C1)C#N)C(C)NC(C1=CC(=CC(=C1)C(F)(F)F)OC(F)F)=O N-[1-[5-bromo-2-(5-cyano-2-pyridyl)-1,2,4-triazol-3-yl]ethyl]-3-(difluoromethoxy)-5-(trifluoromethyl)benzamide 2-iodoethyl-carbamate